NC1=CC(=C(C=C1)N1N=CC(=C1)C=1C=CC(N(N1)C1CC(C1)(F)F)=O)N1CCC2(CC2)CC1 6-(1-(4-amino-2-(6-azaspiro[2.5]oct-6-yl)phenyl)-1H-pyrazol-4-yl)-2-(3,3-difluorocyclobutyl)pyridazin-3(2H)-one